(E)-dibenzyl (2-((2,6-diaminopyridin-3-yl)diazenyl)phenyl) phosphate P(=O)(OCC1=CC=CC=C1)(OCC1=CC=CC=C1)OC1=C(C=CC=C1)N=NC=1C(=NC(=CC1)N)N